C(C)(C)(C)OC(=O)N(C(OC(C)(C)C)=O)C1=NC=CC(=C1F)CC=1C=NC=C(C1C)OC1=C(C=C(C=C1)Cl)F tert-butyl N-(tert-butoxycarbonyl)-N-(4-{[5-(4-chloro-2-fluorophenoxy)-4-methylpyridin-3-yl]methyl}-3-fluoropyridin-2-yl)carbamate